5-(4-((1-((1-(3-aminopropyl)-3-(4-(trifluoromethoxy)phenyl)-1H-indol-6-yl)methyl)piperidin-4-yl)methyl)piperazin-1-yl)-2-(2,6-dioxopiperidin-3-yl)isoindoline-1,3-dione NCCCN1C=C(C2=CC=C(C=C12)CN1CCC(CC1)CN1CCN(CC1)C=1C=C2C(N(C(C2=CC1)=O)C1C(NC(CC1)=O)=O)=O)C1=CC=C(C=C1)OC(F)(F)F